[Pr].[Zr].[Ce].FC1=CC=C(C=C1)[C@@H](C(=O)NC1=NC=CC(=C1)C1=C(C2=NC=CC=C2N1)C1=NC=CC=C1)C (2S)-2-(4-Fluorophenyl)-N-{4-[3-(pyridin-2-yl)-1H-pyrrolo[3,2-b]pyridin-2-yl]pyridin-2-yl}propanamid cerium-zirconium praseodymium